C(CC)OC(C1=NN=C(C=C1)C1=CC=CC=C1)=O 4-phenyldiaza-benzoic acid propyl ester